ClC1=C(C=CC=C1C1=C(C(=NC=C1)C1=CC(=C(C=C1)CNC1CCC(CC1)OC)OC)Cl)C1=CC=C(C(=N1)OC)CNC1CCC(CC1)OC (1r,4r)-N-((6-(2-chloro-3-(3-chloro-2-(3-methoxy-4-((((1s,4s)-4-methoxycyclohexyl)amino)methyl)phenyl)pyridin-4-yl)phenyl)-2-methoxypyridin-3-yl)methyl)-4-methoxycyclohexan-1-amine